4-(3-((S)-4-(((R)-1,4-Dioxan-2-yl)methyl)-2-ethyl-2-methylpiperazin-1-yl)-5-methyl-1H-pyrazol-4-yl)-5-chloro-6-methyl-1-(tetrahydro-2H-pyran-2-yl)-1H-indazole O1[C@@H](COCC1)CN1C[C@](N(CC1)C1=NNC(=C1C1=C2C=NN(C2=CC(=C1Cl)C)C1OCCCC1)C)(C)CC